C(=O)[O-].OCC[N+](C)(C)C hydroxyethyltrimethylammonium formate salt